ClC1=CC=C(C(=N1)C(=O)N)N[C@H](C)C1=CC(=CC=2C(C(=C(OC21)C2=CC(=NC=C2)OC)C)=O)C (R)-6-chloro-3-((1-(2-(2-methoxypyridin-4-yl)-3,6-dimethyl-4-oxo-4H-benzopyran-8-yl)ethyl)amino)picolinamide